(S)-N-(3-(3-bromophenyl)-1-(methylamino)-1-oxopropan-2-yl)-1-(4-methoxybenzyl)-3-phenyl-1H-pyrazole-5-carboxamide BrC=1C=C(C=CC1)C[C@@H](C(=O)NC)NC(=O)C1=CC(=NN1CC1=CC=C(C=C1)OC)C1=CC=CC=C1